tert-butyl (2-(2-oxopyridin-1(2H)yl)ethyl)carbamate O=C1N(C=CC=C1)CCNC(OC(C)(C)C)=O